N-((3R,4S)-3-hydroxytetrahydro-2H-pyran-4-yl)-6-((6-(1-methyl-1H-pyrazol-4-yl)pyridin-3-yl)methyl)-5-oxo-5,6-dihydro-1,6-naphthyridine-8-carboxamide O[C@H]1COCC[C@@H]1NC(=O)C1=CN(C(C=2C=CC=NC12)=O)CC=1C=NC(=CC1)C=1C=NN(C1)C